C1CCC2=C(C=3CCCC3C=C12)NC(=O)N[S@](=O)(=N)CC1=CC=C(C=C1)C(C)(C)O (R)-N-((1,2,3,5,6,7-hexahydro-s-indacen-4-yl)carbamoyl)-1-(4-(2-hydroxypropan-2-yl)phenyl)methane-sulfonimidamide